2-phenyl-2-(5-(4-(piperazin-1-yl)phenyl)-2H-indazol-2-yl)-N-(4-(quinazolin-4-ylamino)phenyl)acetamide C1(=CC=CC=C1)C(C(=O)NC1=CC=C(C=C1)NC1=NC=NC2=CC=CC=C12)N1N=C2C=CC(=CC2=C1)C1=CC=C(C=C1)N1CCNCC1